O1C=C(C=C1)C=1C(=CC2=CN(N=C2C1)CCCC(=O)N)[N+](=O)[O-] 4-(6-(furan-3-yl)-5-nitro-2H-indazol-2-yl)butanamide